C(C)C(CCCS)CCCC 4-ethyl-1-mercapto-octane